FC(OC=1C=CC(=NC1)C=1C(=NC=CN1)C(C)N(C1=NC=NC2=C(C=C(C=C12)C(F)(F)F)C(F)(F)F)C)F N-[1-[3-[5-(difluoromethoxy)-2-pyridyl]pyrazin-2-yl]ethyl]-N-methyl-6,8-bis(trifluoromethyl)quinazolin-4-amine